1-(4-(3-(2,6-dichlorophenyl)azetidin-1-yl)-3,5-dimethylbenzyl)-3-methylazetidin-3-ol, formic acid salt C(=O)O.ClC1=C(C(=CC=C1)Cl)C1CN(C1)C1=C(C=C(CN2CC(C2)(O)C)C=C1C)C